CN(C(CNC1=CC=C(C=C1)C(C(=O)OCC)C1=CC=CC=C1)=O)CCCN(CCCNC)C ethyl 2-(4-((2-(methyl(3-(methyl(3-(methylamino)propyl)amino)propyl)amino)-2-oxoethyl)amino)phenyl)-2-phenylacetate